C(C)N=C=NCCCN(C)C 1-Ethyl-3-(3'-dimethylaminopropyl)Carbodiimide